ClC1=CC=NC2=CC(=C(C=C12)C(=O)N)OCC(C)=O 4-chloro-7-(2-oxopropoxy)quinoline-6-carboxamide